CC(C(C(=O)N)N1C[C@@]2(CC1)CNCC2)C 3-methyl-2-((S)-2,7-diazaspiro[4.4]nonan-2-Yl)butanamide